1-[(2,6-difluorophenyl)carbonyl]piperidin FC1=C(C(=CC=C1)F)C(=O)N1CCCCC1